BrC=1C=CC2=C(C(=C(O2)F)COC2=C(C=CC(=C2)OC)CC(=O)OCC)C1 ethyl 2-(2-((5-bromo-2-fluorobenzofuran-3-yl)methoxy)-4-methoxyphenyl)acetate